3-[4-[(5-ethylsulfonyl-1,2,4-triazol-1-yl)methyl]phenyl]-5-(trifluoromethyl)-1,2,4-oxadiazole C(C)S(=O)(=O)C1=NC=NN1CC1=CC=C(C=C1)C1=NOC(=N1)C(F)(F)F